2'-O-aminoethylguanosine NCCO[C@H]1[C@@H](O[C@@H]([C@H]1O)CO)N1C=NC=2C(=O)NC(N)=NC12